2-(2-oxo-3,4-dihydroquinolin-1(2H)-yl)acetic acid O=C1N(C2=CC=CC=C2CC1)CC(=O)O